(2R,5R)-2-Ethyl-3-imino-2,5-dimethyl-5-(8-(prop-1-yn-1-yl)dibenzo[b,d]thiophen-2-yl)thiomorpholine 1,1-dioxide C(C)[C@@]1(C(N[C@@](CS1(=O)=O)(C1=CC2=C(SC3=C2C=C(C=C3)C#CC)C=C1)C)=N)C